3-(phenoxy)-4-oxo-4H-pyran-2-carboxylic acid methyl ester COC(=O)C=1OC=CC(C1OC1=CC=CC=C1)=O